C[C@]1(CN(CCC1=O)C(=O)OC(C)(C)C)C(=O)OC 1-(tert-butyl) 3-methyl (R)-3-methyl-4-oxopiperidine-1,3-dicarboxylate